(S)-N-(7-(3-hydroxy-3-methylbut-1-yn-1-yl)-5-methyl-4-oxo-2,3,4,5-tetrahydrobenzo[b][1,4]oxazepin-3-yl)-4-((6-methylpyridin-3-yl)oxy)pyridineamide OC(C#CC1=CC2=C(OC[C@@H](C(N2C)=O)NC(=O)C2=NC=CC(=C2)OC=2C=NC(=CC2)C)C=C1)(C)C